N-(4-(4-amino-7-methyl-7H-pyrrolo[2,3-d]pyrimidin-6-yl)-3,5-dimethylphenyl)methacrylamide NC=1C2=C(N=CN1)N(C(=C2)C2=C(C=C(C=C2C)NC(C(=C)C)=O)C)C